OC1=C(OC2=CC(=C(C=C2C1=O)OC)OC)C1=CC=C(C=C1)OC1=CC=CC=C1 3-hydroxy-6,7-dimethoxy-2-(4-phenoxyphenyl)-4H-chromen-4-one